C(C)(C)(C)OC(=O)N1CCN(CC1)C(CC(C)C)C1=CC=C(C=C1)[C@H](C)NC=1N=CC2=C(N(C(OC2)=O)CC)N1 4-[1-[4-[(1S)-1-[(1-ethyl-2-oxo-4H-pyrimido[4,5-d][1,3]oxazin-7-yl)amino]ethyl]phenyl]-3-methyl-butyl]piperazine-1-carboxylic acid tert-butyl ester